S(N)(OC[C@@H]1OC(O[C@H]1C1=C(C=CC=C1)Cl)C)(=O)=O ((4S,5S)-5-(2-chlorophenyl)-2-methyl-1,3-dioxolan-4-yl)methyl sulfamate